N-methyl-2-(1-naphthyl)-N-phenylacetylene-1-sulfonamide CN(S(=O)(=O)C#CC1=CC=CC2=CC=CC=C12)C1=CC=CC=C1